1-ethylene 1,3-propanedisulfonate C1CCS(=O)(=O)OCCOS1(=O)=O